(1R,5S)-8-(3-chloro-2-fluorobenzyl)-3-((3-fluoro-6-((5-methyl-1H-pyrazol-3-yl)amino)pyridin-2-yl)methyl)-8-azabicyclo[3.2.1]octane-3-carboxylic acid ClC=1C(=C(CN2[C@H]3CC(C[C@@H]2CC3)(C(=O)O)CC3=NC(=CC=C3F)NC3=NNC(=C3)C)C=CC1)F